3-((2S)-3-(8-(6-(2-aminoethylamino)pyridin-3-ylsulfonyl)-1-oxa-8-azaspiro[4.5]dec-3-ylamino)-2-hydroxypropoxy)-N-methylbenzenesulfonamide NCCNC1=CC=C(C=N1)S(=O)(=O)N1CCC2(CC(CO2)NC[C@@H](COC=2C=C(C=CC2)S(=O)(=O)NC)O)CC1